FC1=C(CCC2=CC(=CC(=N2)N)C)C=C(C=C1F)CC[C@@H]1N(CC1)C (S)-6-(2,3-difluoro-5-(2-(1-methylazetidin-2-yl)ethyl)phenethyl)-4-methylpyridin-2-amine